4,4''-bis{N-(9,9-dimethyl-9H-fluoren-2-yl)-phenylamino}-1,1':2',1''-terphenyl CC1(C2=CC=CC=C2C=2C=CC(=CC12)N(C1=CC=C(C=C1)C=1C(=CC=CC1)C1=CC=C(C=C1)N(C1=CC=2C(C3=CC=CC=C3C2C=C1)(C)C)C1=CC=CC=C1)C1=CC=CC=C1)C